C(C)(C)(C)C1=C(OCC2CCN(CC2)C(C(=O)O)=O)C=CC(=C1)Cl [4-[(2-tert-Butyl-4-chlorophenoxy)methyl]piperidin-1-yl](oxo)acetic acid